ClC=1C=C(C(=CC1)O)O 4-chloro-1,2-benzenediol